C(O)NCCN methylolethylenediamine